3-chloro-N-methylpropan-1-amine hydrogen chloride Cl.ClCCCNC